tert-butyl (1-(5-(2-(2,6-dimethylpyridin-4-yl)-3-methyl-1H-indol-6-yl)pyridin-2-yl)piperidin-4-yl)carbamate CC1=NC(=CC(=C1)C=1NC2=CC(=CC=C2C1C)C=1C=CC(=NC1)N1CCC(CC1)NC(OC(C)(C)C)=O)C